ClC1=C(C(=CC=C1Cl)O)[C@H]1C[C@@H]2N(C(CN(C2)C(=O)C2CC(C2)O)=O)C1 (7R,8aS)-7-(2,3-dichloro-6-hydroxyphenyl)-2-(3-hydroxycyclobutane-1-carbonyl)hexa-hydropyrrolo[1,2-a]pyrazin-4(1H)-one